(chlorosulfonyl)-4-ethylbenzoic acid ClS(=O)(=O)C1=C(C(=O)O)C=CC(=C1)CC